phthalate (diethyl phthalate) C(C)C=1C(=C(C(C(=O)O)=CC1)C(=O)O)CC.C(C=1C(C(=O)O)=CC=CC1)(=O)O